4-((1-(4-(tert-butyl)piperidine-1-carbonyl)cyclopentyl)amino)phenylacetylene C(C)(C)(C)C1CCN(CC1)C(=O)C1(CCCC1)NC1=CC=C(C=C1)C#C